2-(1,1'-biphenyl-4-yl)-5,6,7,8-tetrahydro-10H-oxazolo[5,4-d]pyrido[1,2-a]pyrimidin-10-one C1(=CC=C(C=C1)C=1OC=2N=C3N(C(C2N1)=O)CCCC3)C3=CC=CC=C3